(Racemic)-4-(2-Methoxyphenyl)-6-methyl-N-(5-(tetrahydrofuran-2-carbonyl)-5,6-dihydro-4H-pyrrolo[3,4-d]thiazol-2-yl)nicotinamide COC1=C(C=CC=C1)C1=CC(=NC=C1C(=O)NC=1SC2=C(N1)CN(C2)C(=O)[C@@H]2OCCC2)C |r|